C(C)C1=C(C(=CC(=C1)C)CC)CC(=O)OC(C)(C)C tert-butyl 2,6-diethyl-4-methylphenylacetate